benzyl N-{[(2R,5R)-5-[(tert-butoxycarbonyl)amino]oxan-2-yl]methyl}carbamate C(C)(C)(C)OC(=O)N[C@@H]1CC[C@@H](OC1)CNC(OCC1=CC=CC=C1)=O